N12C=CCCCC2NCCC1 1,8-diazabicyclo(5.4.0)undecene